C(CCCCCCCCC=C)(=O)OC1=CC=CC=C1.C(CCCCCCCCC=C)(=O)OC phenyl methyl bisundecylenate